CCCCCCCCCCCC[C@H](C)C(=O)SCCNC(=O)CCNC(=O)[C@@H](C(C)(C)COP(=O)(O)OP(=O)(O)OC[C@@H]1[C@H]([C@H]([C@@H](O1)N2C=NC3=C(N=CN=C32)N)O)OP(=O)(O)O)O The molecule is a (2S)-2-methylacyl-CoA that results from the formal condensation of the thiol group of coenzyme A with the carboxy group of (2S)-2-methyltetradecanoic acid. It is a (2R)-2-methylacyl-CoA and a long-chain fatty acyl-CoA. It is a conjugate acid of a (2S)-2-methyltetradecanoyl-CoA(4-).